CN1N=CC(=C1)C=1C=CC=2N(C1)N=CC2N2CCN(CC2)C2=NN(C=N2)CC2=CC=C(C=C2)C(F)(F)F 6-(1-methyl-1H-pyrazol-4-yl)-3-(4-(1-(4-(trifluoromethyl)benzyl)-1H-1,2,4-triazol-3-yl)piperazin-1-yl)pyrazolo[1,5-a]pyridine